2-(2,4-Difluorophenyl)-N-[(3S)-9-fluoro-2-oxo-5-phenyl-2,3-dihydro-1H-1,4-benzodiazepin-3-yl]-4,4-dioxo-5H,6H,7H-4λ6-pyrazolo[3,2-b][1,3]thiazine-3-carboxamide FC1=C(C=CC(=C1)F)C=1C(=C2S(CCCN2N1)(=O)=O)C(=O)N[C@@H]1C(NC2=C(C(=N1)C1=CC=CC=C1)C=CC=C2F)=O